ClC1=CC=C(C=C1)C1=NC(=NC(=C1)N1CCN(CC1)C1=CC=CC=C1)C=1C=NC=CC1 4-(4-chlorophenyl)-6-(4-phenylpiperazin-1-yl)-2-(pyridin-3-yl)pyrimidine